(S)-((2R,5S)-5-(3-Chlorophenyl)pyrrolidin-2-yl)(3-fluorophenyl)-methanol hydrochloride Cl.ClC=1C=C(C=CC1)[C@@H]1CC[C@@H](N1)[C@@H](O)C1=CC(=CC=C1)F